5-(4-(3-(5-ethyl-6-oxo-1,6-dihydropyrimidin-2-yl)cyclopent-2-en-1-yl)piperazin-1-yl)-N,6-dimethylpicolinamide C(C)C1=CN=C(NC1=O)C1=CC(CC1)N1CCN(CC1)C=1C=CC(=NC1C)C(=O)NC